4-(2-(cyclohexyloxy)phenyl)-1-(p-tolyl)-1H-1,2,3-triazole C1(CCCCC1)OC1=C(C=CC=C1)C=1N=NN(C1)C1=CC=C(C=C1)C